2-(5-(3-bromophenyl)spiro[2.3]hexan-5-yl)acetic acid BrC=1C=C(C=CC1)C1(CC2(CC2)C1)CC(=O)O